NC1=NC2=CC(=C(C=C2C(=C1)CO)C(=O)O)F 2-amino-7-fluoro-4-(hydroxymethyl)quinoline-6-carboxylic acid